((1H-tetrazol-5-yl)methyl)-2-amino-9-((2R,3R,5S)-3-hydroxy-5-(hydroxymethyl)tetrahydrofuran-2-yl)-7,9-dihydro-1H-purine-6,8-dione N1N=NN=C1CN1C(=NC=2N(C(NC2C1=O)=O)[C@@H]1O[C@@H](C[C@H]1O)CO)N